C(#C)C1C(CN(CC1)C(=O)[O-])O 4-ethynyl-3-hydroxypiperidine-1-carboxylate